OC1(C(CCC(C1)C)C(C)C)C(=O)NC[C@@H]1OC(C2=CC=CC=C12)=O |r| 1-hydroxy-2-isopropyl-5-methyl-N-(((1RS)-3-oxo-1,3-dihydroisobenzofuran-1-yl)methyl)cyclohexane-1-carboxamide